(12aS)-2-Acryloyl-10-chloro-9-(5-methyl-1H-indazol-4-yl)-1,2,3,4,12,12a-hexahydro-6H-benzo[f]pyrazino[2,1-c][1,4]oxazepin-6-one C(C=C)(=O)N1C[C@H]2COC3=C(C(N2CC1)=O)C=CC(=C3Cl)C3=C1C=NNC1=CC=C3C